(2-chloro-5-fluoropyrimidin-4-yl)-4-oxo-2,4,6,7-tetrahydro-5H-pyrrolo[3,4-c]pyridine-5-carboxylic acid tert-butyl ester C(C)(C)(C)OC(=O)N1C(C=2C(CC1)=C(NC2)C2=NC(=NC=C2F)Cl)=O